(1R,2S,3R,4S)-3-(4-Methoxy-6-((3-morpholinobicyclo[1.1.1]pentan-1-yl)amino)pyrimidine-5-carboxamido)bicyclo[2.2.1]heptane-2-carboxylic acid COC1=NC=NC(=C1C(=O)N[C@H]1[C@H]([C@@H]2CC[C@H]1C2)C(=O)O)NC21CC(C2)(C1)N1CCOCC1